C(C1=CC=CC=C1)OC(=O)C=1C=C2N=CC(NC2=C(C1)Br)=O 8-bromo-2-oxo-1,2-dihydroquinoxaline-6-carboxylic acid benzyl ester